O=C1CC(COC1)NC(OC(C)(C)C)=O tert-butyl (5-oxotetrahydro-2H-pyran-3-yl)carbamate